(2S)-N-(3-{6-azaspiro[2.5]octan-6-yl}-4-{4-[8-(4,4-difluoropiperidin-1-yl)-7-fluoroquinolin-6-yl]-1H-1,2,3-triazol-1-yl}phenyl)-1-hydroxypropane-2-sulfonamide C1CC12CCN(CC2)C=2C=C(C=CC2N2N=NC(=C2)C=2C=C1C=CC=NC1=C(C2F)N2CCC(CC2)(F)F)NS(=O)(=O)[C@H](CO)C